NC1=C(CNC(OC)=O)C=CC(=C1)C methyl 2-amino-4-methylbenzylcarbamate